8-Chloro-7-methoxy-5-methyl-2,3-dihydrobenzo[b][1,4]oxazepin-4(5H)-one ClC=1C(=CC2=C(OCCC(N2C)=O)C1)OC